[N-]=C=O.[N-]=C=O.C1(=CC=CC=C1)C(C)(C)C1=CC=CC=C1 diphenylpropane diisocyanate